FC(CN(C(C1=C(C=CC(=C1)F)C=1C=2N(C=C(C1)C1CN(C1)[C@@H](C(C)C)CCCN1CCNCC1)C(=NC2)C)=O)C(C)C)F N-(2,2-difluoroethyl)-5-fluoro-2-(3-methyl-6-{1-[(3R)-2-methyl-6-(piperazin-1-yl)hexan-3-yl]azetidin-3-yl}imidazo[1,5-a]pyridin-8-yl)-N-(isopropyl)benzamide